O=C1N2CCC(C1)CC2 2-Ketoquinuclidine